C(C)(C)(C)OC(=O)N1CC(CC1)(C)OCCNC1=C(NC=C1)C(=O)OCC ethyl 3-((2-((1-(t-butoxycarbonyl)-3-methylpyrrolidin-3-yl) oxy) ethyl) amino)-1H-pyrrole-2-carboxylate